COC=1C=C(C=CC1[N+](=O)[O-])C1NS(CC1)=O (3-methoxy-4-nitrophenyl)-4,5-dihydro-3H-isothiazole 1-oxide